FC(C(=O)NC1=C(C=C(C=C1)CCC1=CC=C(C=C1)C(F)(F)F)N1CCCCC1)C(CCCCC)F 2,3-Difluoro-N-(2-(piperidin-1-yl)-4-(4-(trifluoromethyl)phenethyl)phenyl)octanamid